3-ethyl-4-butylimino-2-pentyl propionate C(CC)(=O)OC(C)C(C(C)=NCCCC)CC